tert-Butyl 2-{[(2SR,5RS)-6-hydroxy-7-oxo-1,6-diazabicyclo[3.2.1]oct-2-yl]carbonyl}-1-methylhydrazinecarboxylate ON1[C@@H]2CC[C@H](N(C1=O)C2)C(=O)NN(C(=O)OC(C)(C)C)C |r|